[Br-].C(C)[N+]1=C(C=CC=C1)C 1-ethyl-2-methylpyridinium bromide